ClC1=C(C=CC(=C1)C(F)(F)F)C=1OC2=C(C(=CC(=C2C(C1)=O)O)O)[C@H]1[C@@H](N(CC1)C)CO (+)-trans-2-(2-Chloro-4-trifluoromethylphenyl)-5,7-dihydroxy-8-(2-hydroxymethyl-1-methylpyrrolidin-3-yl)-chromen-4-one